FC=1C=C2C(NCN(C2=CC1)C(C)C)=O 6-fluoro-1-isopropyl-2,3-dihydroquinazolin-4(1H)-one